1-(4-(3-(3,4-dichlorophenyl)-1,2,4-oxadiazol-5-yl)piperidin-1-yl)-2-(3-methylisoxazol-4-yl)ethan-1-one ClC=1C=C(C=CC1Cl)C1=NOC(=N1)C1CCN(CC1)C(CC=1C(=NOC1)C)=O